BrC1=CC(=CN2C1=NC(=C(C2=O)C)OCC2=CC=C(C=C2)OC)C 9-bromo-2-((4-methoxybenzyl)oxy)-3,7-dimethyl-4H-pyrido[1,2-a]pyrimidin-4-one